3-((2-chloroethyl)amino)-1-benzyloxy-2-propanol ClCCNCC(COCC1=CC=CC=C1)O